2-methyl-1-[4-(methylsulfanyl)phenyl]2-morpholinopropan-1-one Brosylate S(=O)(=O)(O)C1=CC=C(Br)C=C1.CC(C(=O)C1=CC=C(C=C1)SC)(C)N1CCOCC1